C(C1=CC=CC=C1)OC1=NN2C(N=C(C=C2C)C(=O)O)=C1 (benzyloxy)-7-methylpyrazolo[1,5-a]pyrimidine-5-carboxylic acid